3-cyclobutyl-2-(4-fluorophenyl)-3-oxopropanenitrile C1(CCC1)C(C(C#N)C1=CC=C(C=C1)F)=O